boc-(S)-1,2,3,4-tetrahydroisoquinoline-3-acetic acid CC(C)(C)OC(=O)N1CC2=CC=CC=C2C[C@H]1CC(=O)O